4-Hydroxy-1,1-dimethylpiperidinium-4-sulfinate OC1(CC[N+](CC1)(C)C)S(=O)[O-]